N1=CC(=CC2=CC=CC=C12)CNC(=O)C=1OC=CN1 N-(quinolin-3-ylmethyl)oxazole-2-carboxamide